C1=CC=CC=2C3=CC=CC=C3N(C12)C1=C(C=CC(=C1)N1C2=C(C=3C=CC=CC13)N=CC=C2)C2=CC(=CC=C2)C2=CC=C(C=C2)N2C1=CC=CC=C1C=1C=CC=CC21 5-(2,4''-di(9H-carbazol-9-yl)-[1,1':3',1''-terphenyl]-4-yl)-5H-pyrido[3,2-b]indole